phospholan-1-one P1(CCCC1)=O